(2R,3S)-2-(3-(4,5-dichloro-1H-benzo[d]imidazol-1-yl)propyl)piperidine ClC1=C(C=CC=2N(C=NC21)CCC[C@@H]2NCCCC2)Cl